Cl.Cl.ClC=1C(=NN(C1NC(N)=O)C1=CC=CC=C1)[C@@H]1NCCC1 3-(4-chloro-1-phenyl-3-((R)-pyrrolidin-2-yl)-1H-pyrazol-5-yl)urea dihydrochloride